BrC1=C(N=NC(=C1)C(F)(F)C1CC1)NC 4-bromo-6-(cyclopropyldifluoromethyl)-N-methylpyridazin-3-amine